ClC1=C2C(=NC(=N1)Cl)NN=C2C 4,6-dichloro-3-methyl-1H-pyrazolo[3,4-d]Pyrimidine